C(C)(=O)OC1C(OC(CC1OC(C)=O)SCCC(=O)ON1C(CCC1=O)=O)COC(C)=O 2-(acetoxymethyl)-6-((3-((2,5-dioxopyrrolidin-1-yl)oxy)-3-oxopropyl)thio)tetrahydro-2H-pyran-3,4-diyl diacetate